ClC=1C=C(C=CC1)N(S(=O)(=O)C1CCN(CC1)C1COC1)CC1=NC=C(C=C1)C=1OC(=NN1)C(F)F N-(3-chlorophenyl)-N-((5-(5-(difluoromethyl)-1,3,4-oxadiazol-2-yl)pyridin-2-yl)methyl)-1-(oxetan-3-yl)piperidine-4-sulfonamide